CN(C(=O)C1=CC=C(C=C1)C1=NOC(=C1)C1=NNC2=CC(=CC=C12)C(=O)N)C 3-[3-(4-dimethylcarbamoyl-phenyl)-isoxazol-5-yl]-1H-indazole-6-carboxamide